(bromomethyl)-1-methyl-4-nitro-1H-indazole BrCC1=NN(C2=CC=CC(=C12)[N+](=O)[O-])C